(5-bromopyridin-2-yl)-2-(tert-butoxy)ethan-1-ol BrC=1C=CC(=NC1)C(COC(C)(C)C)O